COC=1C=C(C=C(C1[N+](=O)[O-])OC)SC1=CC=CC=C1 (3,5-dimethoxy-4-nitrophenyl)(phenyl)sulfane